FC(C1=NC=CC(=C1)C(CC)=O)(F)F 1-(2-(trifluoromethyl)pyridin-4-yl)propan-1-one